[4-(5-chlorooxazolo[4,5-b]pyridin-2-yl)piperazin-1-yl]-[4-[1-(2,2-dimethylpropyl)triazol-4-yl]-3-fluoro-phenyl]methanone ClC1=CC=C2C(=N1)N=C(O2)N2CCN(CC2)C(=O)C2=CC(=C(C=C2)C=2N=NN(C2)CC(C)(C)C)F